N-((S)-3-amino-1-(hydroxyamino)-3-methyl-1-oxobutan-2-yl)-4-(((1R,2S)-2-methoxycyclopentyl)butan-1,3-diyne-1-yl)benzamide NC([C@@H](C(=O)NO)NC(C1=CC=C(C=C1)C#CC#C[C@@H]1[C@H](CCC1)OC)=O)(C)C